C(C=C)(=O)O.C(C=C)(=O)O.C(C=C)(=O)O.OCC(CC)(CO)CO 1,1,1-tris-(hydroxymethyl)propane triacrylate